1-(4-Methoxyphenyl)pyrimidine-2,4,6(1H,3H,5H)-trione COC1=CC=C(C=C1)N1C(NC(CC1=O)=O)=O